O=C1N(C(CC1)=O)OC(COCCOCCNC(COCCOCCNC(=O)C=1C=NC(=NC1)NS(=O)(=O)C1=CC=C(OCCCCCCCCCCCCCCCC(=O)[O-])C=C1)=O)=O 16-[4-[[5-[2-[2-[2-[2-[2-[2-(2,5-dioxopyrrolidin-1-yl) oxy-2-oxo-ethoxy] ethoxy]ethylamino]-2-oxo-ethoxy]ethoxy]ethylcarbamoyl]pyrimidin-2-yl]sulfamoyl]phenoxy]hexadecanoate